NC1=C(OCCOC2=C(C=CC=C2)N)C=CC=C1 1,2-bis-(2-aminophenoxy)-ethane